CC(=CC(=O)O)C 3-methyl-but-2-enoic acid